Ethyl 2-(5-((tert-butyldimethylsilyl)oxy)-1H-indol-3-yl)-2-methylpropanoate [Si](C)(C)(C(C)(C)C)OC=1C=C2C(=CNC2=CC1)C(C(=O)OCC)(C)C